C[C@@H]1C[C@]2(C(C(CO2)=O)C(=O)OC)CCN1C(=O)OC(C)(C)C 8-(tert-butyl) 4-methyl (5S,7R)-7-methyl-3-oxo-1-oxa-8-azaspiro[4.5]decane-4,8-dicarboxylate